6-((6-fluoropyridin-2-yl)-amino)-N-methoxy-4-((2-(N-methyl-methanesulfonamido)-pyridin-3-yl)amino)nicotinamide FC1=CC=CC(=N1)NC1=NC=C(C(=O)NOC)C(=C1)NC=1C(=NC=CC1)N(S(=O)(=O)C)C